β-1-hydroxybutylasparagine OC(CCC)C([C@H](N)C(=O)O)C(N)=O